ClC1=NC(=NC(=C1)OC1=C(C=CC=C1)Br)C1=CC=CC=C1 4-chloro-6-(2-bromophenoxy)-2-phenylpyrimidine